2,6-dimethoxy-N-(5-((3-methylpyridin-2-yl)oxy)-3,4-dihydro-2H-benzopyrano[8,7-d]isoxazol-9-yl)benzenesulfonamide 2-(2-morpholinopyridine-4-yl)-1H-pyrrolo[2,3-b]pyridine-5-carboxylate O1CCN(CC1)C1=NC=CC(=C1)C1=CC=2C(=NC=C(C2)C(=O)O)N1.COC1=C(C(=CC=C1)OC)S(=O)(=O)NC1=NOC2=C1C1=C(CCCO1)C(=C2)OC2=NC=CC=C2C